S(=O)(O)O.FC(C=1SC=C(C1O)O)(F)F 2-trifluoromethyl-3,4-dihydroxythiophene sulfite